[N+](=O)([O-])C1=NC(=CC(=C1)[N+](=O)[O-])[N+](=O)[O-] 2,4,6-trinitropyridine